2-(2-oxo-2-{6-[4-(prop-2-yl)piperazin-1-yl]-1,2,3,4-tetrahydroisoquinolin-2-yl}ethyl)-2,3-dihydro-1H-isoindol-1-one O=C(CN1C(C2=CC=CC=C2C1)=O)N1CC2=CC=C(C=C2CC1)N1CCN(CC1)C(C)C